ClC1=C(C=CC(=C1OC)SC)[C@@H]1COCCCN1C1=NC(=NC(=C1)C)N 4-[(R)-3-(2-chloro-4-methylsulfanyl-methoxy-phenyl)-[1,4]oxazepan-4-yl]-6-methyl-pyrimidin-2-ylamine